(tert-butyl 5-(((tert-butyldimethylsilyl)oxy)methyl)pyridin-3-yl)(3-(chloromethyl)benzyl)carbamate C(C)(C)(C)C1=NC=C(C=C1OC(NCC1=CC(=CC=C1)CCl)=O)CO[Si](C)(C)C(C)(C)C